CN[C@@H]1CN(CC1)C1=CC=CC(=N1)NC=1C2=C(C(=NC1)C1=C3C(=NC=C1)N(C=C3)C)CNC2=O 7-[[6-[(3S)-3-(methylamino)pyrrolidin-1-yl]-2-pyridyl]amino]-4-(1-methylpyrrolo[2,3-b]pyridin-4-yl)-2,3-dihydropyrrolo[3,4-c]pyridin-1-one